(exo-8-Azabicyclo[3.2.1]octan-3-yl)-N-(4-([1,2,4]triazolo[1,5-a]pyridin-7-yloxy)-3-methylphenyl)-7-methoxyquinazolin-4-amine hydrochloride Cl.C12CC(CC(CC1)N2)C2=NC1=CC(=CC=C1C(=N2)NC2=CC(=C(C=C2)OC2=CC=1N(C=C2)N=CN1)C)OC